tert-Butyl 3-(N-(4-((3-(4,4-difluoropiperidin-1-yl)-1-methyl-1H-indazol-5-yl)carbamoyl)-3-(6-azaspiro[2.5]oct-6-yl)phenyl)sulfamoyl)azetidine-1-carboxylate FC1(CCN(CC1)C1=NN(C2=CC=C(C=C12)NC(=O)C1=C(C=C(C=C1)NS(=O)(=O)C1CN(C1)C(=O)OC(C)(C)C)N1CCC2(CC2)CC1)C)F